CC=1C=C2C=3C=CC=CC3C(C2=CC1NC=1C=C(C=CC1C)C1=CC=CC=C1)(C)C 6,9,9-trimethyl-7-((4-methyl-[1,1'-biphenyl]-3-yl)amino)-9H-fluoren